FC(OC=1C=C(C=CC1)C=1C=C2C=NN(C(C2=CC1)=O)C1=NC=CC=C1)F 6-(3-(difluoromethoxy)phenyl)-2-(pyridin-2-yl)phthalazin-1(2H)-one